6-(3-methoxy-4-(pyrazin-2-ylmethoxy)phenylamino)-3-morpholinoquinoxaline-5-carbonitrile COC=1C=C(C=CC1OCC1=NC=CN=C1)NC1=C(C=2N=C(C=NC2C=C1)N1CCOCC1)C#N